oxalic acid Nickel [Ni].C(C(=O)O)(=O)O